(3aR,4R,6aR)-1-(7,8-dihydrofuro[3,2-e][1,3]benzothiazol-2-yl)-2-oxooctahydrocyclopenta[d]imidazole-4-yl rac-acetate C(C)(=O)O[C@@H]1CC[C@H]2N(C(N[C@H]21)=O)C=2SC1=C(N2)C2=C(C=C1)OCC2